6-(2-Amino-5-(1-(1-methylpiperidin-4-yl)-1H-pyrazol-4-yl)pyridin-3-yl)-2-(3,5-dimethoxyphenyl)pyridazin-3(2H)-on NC1=NC=C(C=C1C=1C=CC(N(N1)C1=CC(=CC(=C1)OC)OC)=O)C=1C=NN(C1)C1CCN(CC1)C